2,3,6,7,10,11-hexabutoxy-1-nitrotriphenylene C(CCC)OC1=C(C=2C3=CC(=C(C=C3C3=CC(=C(C=C3C2C=C1OCCCC)OCCCC)OCCCC)OCCCC)OCCCC)[N+](=O)[O-]